3,5-difluoro-4-((5-(furan-2-yl)-2H-tetrazol-2-yl)methyl)-N-hydroxybenzoamide FC=1C=C(C(=O)NO)C=C(C1CN1N=C(N=N1)C=1OC=CC1)F